C1=CC=CC=2C3=CC=CC=C3C(C12)COC(=O)NC(C(O)C1=CC=C(C(=O)OC(C)(C)C)C=C1)C(=O)OCC1=CC=CC=C1 tert-butyl 4-(2-((((9H-fluoren-9-yl)methoxy)carbonyl)amino)-3-(benzyloxy)-1-hydroxy-3-oxopropyl)benzoate